C(C)(C)(C)ON=CC=NNC1=CC(=CC=C1)F 2-(2-(3-fluorophenyl)hydrazono)acetaldehyde O-(t-butyl) oxime